C(C)(C)(C)C=1C=C(CCC(=O)OCC(CCC)CCCC)C=C(C1O)C(C)(C)C Oct-4-ylmethyl 3,5-di-t-butyl-4-hydroxyhydrocinnamate